FC1=CC=C(C=C1)CN1C2=C(C3=CC=CC(=C13)C(=O)O)CCCC(C2)CCCCCC 5-[(4-fluorophenyl)methyl]-7-hexyl-5H,6H,7H,8H,9H,10H-cyclohepta[b]indole-4-carboxylic acid